C1(=CC=CC=C1)[C@H]1[C@@H](CNC1)C(=O)NC1=CC(=CC=C1)OC=1C=NC(=CC1)C(F)(F)F (3S,4R)-4-phenyl-N-(3-{[6-(trifluoromethyl)pyridin-3-yl]oxy}phenyl)pyrrolidine-3-carboxamide